1,4-diamino-2-methoxymethyl-benzene NC1=C(C=C(C=C1)N)COC